OC1CCC(CC1)C(=O)OCC ethyl (1s,4s)-4-hydroxycyclohexan-1-carboxylate